C1(CCCCC1)C1=CC=2C=NC(=CC2N1)NC1CCOCC1 2-cyclohexyl-N-(tetrahydro-2H-pyran-4-yl)-1H-pyrrolo[3,2-c]Pyridin-6-amine